2-(4-fluoro-2-(2-(4-fluoro-3-sulfamoylphenethyloxy)pyridin-4-yl)-6-isopropylphenyl)acetic acid FC1=CC(=C(C(=C1)C(C)C)CC(=O)O)C1=CC(=NC=C1)OCCC1=CC(=C(C=C1)F)S(N)(=O)=O